4-Nitro-7-(trifluoromethylsulfonyloxy)benzo[d][1,3]dioxolane-5-carboxylic acid methyl ester COC(=O)C1=C(C2=C(OCO2)C(=C1)OS(=O)(=O)C(F)(F)F)[N+](=O)[O-]